C1(=CC=CC=2C3=CC=CC=C3CC12)COC(=O)N[C@@H](C(C)(C)SCNC(C)=O)C(=O)O N-fluorenylmethoxycarbonyl-S-acetamidomethyl-penicillamine